4,4'-bis(methoxycarbonyl)-2,2'-bipyridyl COC(=O)C1=CC(=NC=C1)C1=NC=CC(=C1)C(=O)OC